C(CCCCCCCCCCCCCCCCCCCCC)(=O)OCCCCCCOC(CCCCCCCCCCCCCCCCCCCCC)=O hexamethylene bis-behenate